FC(C(C(F)(F)F)(F)F)(F)C1=C(C(=O)N)C=C(C=C1)NC(C1=C(C=CC(=C1)[N+](=O)[O-])SC1=NN=NN1C(C)C)=O 2-(1,1,2,2,3,3,3-heptafluoropropyl)-5-[[2-(1-isopropyltetrazol-5-yl)sulfanyl-5-nitro-benzoyl]amino]benzamide